C(C)(C)(C)OC(=O)N1C(CCC1)(C=CS(NC(NC1=C2CCCC2=CC=2CCCC12)=O)(=O)=O)CC 2-ethyl-2-(2-(N-((1,2,3,5,6,7-hexahydro-S-indacen-4-yl)carbamoyl)sulfamoyl)vinyl)pyrrolidine-1-carboxylic acid tert-butyl ester